Magnesium Citramate C(CC(O)(C(=O)N)CC(=O)N)(=O)[O-].[Mg+2].C(CC(O)(C(=O)N)CC(=O)N)(=O)[O-]